COC=1C=C(C=CC1OC)C=1NC2=CC=C(C=C2C1C(C)C)C(=O)N1CC2C(C1)CN(C2)CC(=O)N(C)C 2-{5-[2-(3,4-dimethoxyphenyl)-3-(prop-2-yl)-1H-indole-5-carbonyl]-octahydropyrrolo[3,4-c]pyrrol-2-yl}-N,N-dimethylacetamide